C(C)(=O)N[C@H]1[C@@H](O[C@H]([C@@H]([C@@H]1O)O)C(=O)O)O[C@@H]1[C@H]([C@H](OCCCN)O[C@@H]([C@@H]1N)C)NC(C)=O 3-Aminopropyl (2-acetamido-2-deoxy-α-L-altropyranosyluronic acid)-(1→3)-2-acetamido-4-amino-2,4,6-trideoxy-β-D-galactopyranoside